C(C)(C)(C)C1=NN(C(=C1C(=O)NOCC1=C(C=C(C=C1)C)C)OC1=NC(=CC=C1)Cl)C 3-(tert-butyl)-5-[(6-chloropyridin-2-yl)oxy]-N-[(2,4-dimethylbenzyl)oxy]-1-methyl-1H-pyrazole-4-carboxamide